C1(CCCC1)COC1=C(C=C(C=C1)F)CNC(=O)C=1C(=NC=C(C1)C=1C=CC=2N(N1)C=C(N2)NC(C)=O)C N-{[2-(cyclopentylmethoxy)-5-fluorophenyl]methyl}-5-{2-acetamidoimidazo[1,2-b]pyridazin-6-yl}-2-methylpyridine-3-carboxamide